4-amino-7-fluoro-1-methyl-N-(1-methyl-1H-pyrazol-3-yl)-N-(5-(trifluoromethyl)-2,3-dihydro-1H-inden-1-yl)-1H-pyrazolo[4,3-c]quinolin-8-carboxamide NC1=NC=2C=C(C(=CC2C2=C1C=NN2C)C(=O)N(C2CCC1=CC(=CC=C21)C(F)(F)F)C2=NN(C=C2)C)F